Ethyl α-bromophenylacetat BrC(C(=O)OCC)C1=CC=CC=C1